2-((6-methoxy-2-methyl-1,2,3,4-tetrahydroisoquinolin-7-yl)amino)-4-((1,3,5-trimethyl-1H-pyrazol-4-yl)amino)pyrimidine-5-carboxamide COC=1C=C2CCN(CC2=CC1NC1=NC=C(C(=N1)NC=1C(=NN(C1C)C)C)C(=O)N)C